OCC1(CC1)CC(=O)O 2-(1-(hydroxymethyl)cyclopropyl)acetic acid